O=C1NC(CCC1N1C(C2=CC=C(C=C2C1)N1CCC(CC1)N1CCC(CC1)OC1CCN(CC1)C(=O)OC(C)(C)C)=O)=O tert-butyl 4-((1'-(2-(2,6-dioxopiperidin-3-yl)-1-oxoisoindolin-5-yl)-[1,4'-bipiperidin]-4-yl)oxy)piperidine-1-carboxylate